Cl.N1=C(C=CC=C1)C(=O)N picolinamide HCl salt